cholest-7-en CC(C)CCC[C@@H](C)[C@H]1CC[C@H]2C3=CCC4CCCC[C@]4(C)[C@H]3CC[C@]12C